2-chloro-N-(pent-3-yl)pyrimidin-4-amine ClC1=NC=CC(=N1)NC(CC)CC